FC=1C=CC(=C2C=C(N(C12)CCNC1=CC(=NC=N1)C1=CC(=C(S1)C(=N)NO)C(F)(F)F)C)OC 5-{6-[2-(7-Fluoro-4-methoxy-2-methyl-indol-1-yl)-ethylamino]-pyrimidin-4-yl}-N-hydroxy-3-trifluoromethyl-thiophen-2-carboxamidin